p-styrenesulfonic acid N-monooctylamine salt C(CCCCCCC)N.C=CC1=CC=C(C=C1)S(=O)(=O)O